methyl (2S)-2-[(chlorocarbonyl) (methyl) amino]-3-methylbutanoate ClC(=O)N([C@H](C(=O)OC)C(C)C)C